[N+](=O)([O-])C1=C(C(=O)[O-])C=C(C=C1)SC#N 2-nitro-5-thiocyanobenzoate